C(C=C)OC1=CC=C(C(=O)N(C2=CC=CC=C2)CCC2=CC(=CC=C2)OCC2=CC=CC=C2)C=C1 4-allyloxy-N-[2-(3-benzyloxyphenyl)ethyl]-N-phenyl-benzamide